CS(=O)(=O)OCCOCCOCCOCCOCC(COCCCCCCCC(=O)[O-])OCCCCCCCC(=O)OC\C=C/CCCCCC 8-[3-[2-[2-[2-(2-methylsulfonyloxyethoxy)ethoxy]ethoxy]ethoxy]-2-[8-[(Z)-non-2-enoxy]-8-oxo-octoxy]propoxy]octanoate